N-[4-Methyl-3-(4-pyridin-3-yl-pyrimidin-2-ylamino)-phenyl]-4-(1-methyl-pyrrolidin-3-yl)-benzamide CC1=C(C=C(C=C1)NC(C1=CC=C(C=C1)C1CN(CC1)C)=O)NC1=NC=CC(=N1)C=1C=NC=CC1